L-1-hydroxy-2-naphthoic acid OC1=C(C=CC2=CC=CC=C12)C(=O)O